Benzyl (1S,5R)-8-(3-(trifluoromethyl)phenyl)-1,3,4,5-tetrahydro-2H-1,5-methanobenzo[c]azepine-2-carboxylate FC(C=1C=C(C=CC1)C=1C=CC2=C([C@H]3N(CC[C@@H]2C3)C(=O)OCC3=CC=CC=C3)C1)(F)F